CN1CCC(CC1)N1N=C(N=C1)[C@@]12CN(C[C@]2(C1)C(F)(F)F)C1=C2C=CC=NC2=C(C=C1)C#N 5-((1S,5R)-1-(1-(1-methylpiperidin-4-yl)-1H-1,2,4-triazol-3-yl)-5-(trifluoromethyl)-3-azabicyclo[3.1.0]hexan-3-yl)quinoline-8-carbonitrile